[N+](=O)([O-])C=1C=C2CNCC2=CC1 2,3-dihydro-5-nitro-1H-isoindole